CC1=C(OC2=C1C=C(C=C2)S(N(CCC2=CC=CC=C2)CC2=CC=C(C=C2)C(F)(F)F)(=O)=O)C(=O)O 3-Methyl-5-(N-(4-(trifluoromethyl)benzyl)-N-phenethylsulfamoyl)benzofuran-2-carboxylic acid